CS(=O)(=O)C=1C=C(C=CC1)NS(=O)(=O)C1=CC=C(C=C1)NC(NCC=1C=NC=CC1)=O 3-{4-[(3-methanesulfonylphenyl)sulfamoyl]phenyl}-1-(pyridin-3-ylmethyl)urea